N=1C=NN2C1C=C(C=C2)C2=CNC1=NC=C(C=C12)NC(C1=CC(=NC=C1)N1CCNCC1)=O N-(3-([1,2,4]triazolo[1,5-a]pyridin-7-yl)-1H-pyrrolo[2,3-b]pyridin-5-yl)-2-(piperazin-1-yl)isonicotinamide